methyl 1-((1-ethyl-1H-imidazol-5-yl)methyl)-2-((4-(5-fluoro-4-hydroxypyrimidin-2-yl)cyclohex-3-en-1-yl)methyl)-1H-benzo[d]imidazole-6-carboxylate C(C)N1C=NC=C1CN1C(=NC2=C1C=C(C=C2)C(=O)OC)CC2CC=C(CC2)C2=NC=C(C(=N2)O)F